(E)-1,3,3,3-tetrafluoro-1-propene F\C=C\C(F)(F)F